3-chloro-6-((1S,2R,5R,6S)-2-(difluoromethyl)-3-oxabicyclo[3.1.0]hexan-6-yl)-2-(2-fluorobenzyl)-2,6-dihydro-7H-pyrazolo[3,4-d]pyridazin-7-one ClC=1N(N=C2C(N(N=CC21)[C@H]2[C@@H]1CO[C@H]([C@H]21)C(F)F)=O)CC2=C(C=CC=C2)F